6-amino-2-ethyl-5-(7-fluoro-5-methyl-1H-indazol-4-yl)-3-methyl-4-oxo-4,5-dihydrothieno[3,2-c]pyridine-7-carboxamide NC1=C(C2=C(C(N1C1=C3C=NNC3=C(C=C1C)F)=O)C(=C(S2)CC)C)C(=O)N